Methyl((4-Iodophenyl)sulfonyl)carbamate COC(NS(=O)(=O)C1=CC=C(C=C1)I)=O